(E)-1-(2-fluoro-3,4-dihydroxyphenyl)ethane-1-one O-(3-(5-methyl-1,2,4-oxadiazol-3-yl)benzyl) oxime CC1=NC(=NO1)C=1C=C(CO\N=C(/C)\C2=C(C(=C(C=C2)O)O)F)C=CC1